3-azetidine-sulfonamide hydrochloride Cl.N1CC(C1)S(=O)(=O)N